N1(CCNCC1)CCOC1=C2CNCC2=CC=C1 4-(2-(piperazin-1-yl)ethoxy)isoindolin